tert-butyl ((1-(difluoromethyl)-4-(4-(trifluoromethyl)phenyl)-4,5,6,7-tetrahydro-2H-pyrazolo[4,3-b]pyridin-6-yl)methyl)carbamate FC(N1NCC=2N(CC(CC21)CNC(OC(C)(C)C)=O)C2=CC=C(C=C2)C(F)(F)F)F